1-(3-(2,3-dihydrobenzofuran-5-yl)-6-(4-methoxybutyl)pyrazin-2-yl)piperidine-4-carboxylic acid O1CCC2=C1C=CC(=C2)C=2C(=NC(=CN2)CCCCOC)N2CCC(CC2)C(=O)O